FC1=CC=2N(C=C1)C(=NC2)CC(C)N 1-(7-fluoroimidazo[1,5-a]pyridin-3-yl)propan-2-amine